ClC1=CC=C(C=C1)CNC(=O)C1CCN(CC1)C(=O)C1=NNC(=C1)C1=CC=NC=C1 N-[(4-chlorophenyl)methyl]-1-[5-(pyridin-4-yl)-1H-pyrazole-3-carbonyl]piperidine-4-carboxamide